NC1=NC(NC=C1B(O)O)=O (4-amino-2-oxo-1,2-dihydropyrimidin-5-yl)boronic acid